Tetrakis(4-(2-cyclohexylacetoxy)butyl)3,3',3'',3'''-(((2,5-diazabicyclo[2.2.1]heptane-2,5-diyl)bis(propane-3,1-diyl))bis(azanetriyl))tetrapropionate C1(CCCCC1)CC(=O)OCCCCOC(CCN(CCCN1C2CN(C(C1)C2)CCCN(CCC(=O)OCCCCOC(CC2CCCCC2)=O)CCC(=O)OCCCCOC(CC2CCCCC2)=O)CCC(=O)OCCCCOC(CC2CCCCC2)=O)=O